P(=O)(O)(O)O[C@H](C=O)[C@@H](O)[C@H](O)[C@H](O)CO monophosphomannose